furaldehyde methacrylate C(C(=C)C)(=O)O.O1C(=CC=C1)C=O